Cesium 5-(tert-butoxy)-5-oxopentanoate C(C)(C)(C)OC(CCCC(=O)[O-])=O.[Cs+]